BrCC1=NC(=CC=C1OC)CBr 2,6-bis(bromomethyl)-3-methoxypyridine